NC=1C=C(C(=CC1)C=1C(=CC(=CC1)N)C(=O)O)C(=O)O 4,4'-diamino-biphenyl-2,2'-dicarboxylic acid